[2H]C([2H])(C1=CN=C2C(=N1)C(=O)NC(=N2)N)NC3=CC=C(C=C3)C(=O)N[C@@H](CCC(=O)O)C(=O)O Folic acid-d2